2-ethoxyethyl 2,3-dimethylbutyrate CC(C(=O)OCCOCC)C(C)C